5-bromo-1,2-dihydro-2,7-naphthyridin-1-one BrC1=C2C=CNC(C2=CN=C1)=O